(1S,4S)-2,5-Diazabicyclo[2.2.1]heptane-2-carboxylate [C@@H]12N(C[C@@H](NC1)C2)C(=O)[O-]